FC1=CC=C(OC2=CC=C(C=N2)S(=O)(=O)N2[C@H]([C@@H]3CC[C@H](C2)N3CC(N3CCCC3)=O)C(=O)NO)C=C1 (1S,2R,5R)-3-((6-(4-fluorophenoxy)pyridin-3-yl)sulfonyl)-N-hydroxy-8-(2-oxo-2-(pyrrolidin-1-yl)ethyl)-3,8-diazabicyclo[3.2.1]octane-2-carboxamide